2-chloro-N-(2-oxo-1-phenylcyclohexyl)acetamide ClCC(=O)NC1(C(CCCC1)=O)C1=CC=CC=C1